4-(4-((2,6-dioxopiperidin-3-yl)oxy)phenyl)piperazine-1-carbonyl chloride O=C1NC(CCC1OC1=CC=C(C=C1)N1CCN(CC1)C(=O)Cl)=O